NCCCCCCCCC(=O)N[C@H](C(=O)N1C(CC(C1)O)C(=O)NCC1=CC=C(C=C1)C1=C(N=CS1)C)C(C)(C)C ((S)-2-(9-aminononanamido)-3,3-dimethylbutanoyl)-4-hydroxy-N-(4-(4-methylthiazol-5-yl)benzyl)pyrrolidine-2-carboxamide